NC=1C2=C(N(CN1)C1=C3C=CN=C(C3=CC=C1C)CC1=C(C=C(C=C1)Cl)F)C=CS2 4-amino-N-(1-(4-chloro-2-fluorobenzyl)-6-methylisoquinolin-5-yl)thieno[3,2-d]pyrimidine